ClC1=CC=C(S1)CN1CCC2=CC(=CC=C12)NC(=O)N1CCCC1 Pyrrolidine-1-carboxylic acid [1-(5-chlorothiophen-2-ylmethyl)-2,3-dihydro-1H-indol-5-yl]-amide